ClC1=C(N(C(C2=C(C=CC=C12)NS(=O)(=O)C1=CC=C(C=C1)F)=O)C1=CC=CC=C1)[C@H](C)NC=1C2=C(N=CN1)NC=CC2=O (S)-N-(4-chloro-1-oxo-3-(1-((5-oxo-5,8-dihydropyrido[2,3-d]pyrimidin-4-yl)amino)ethyl)-2-phenyl-1,2-dihydroisoquinolin-8-yl)-4-fluorobenzenesulfonamide